BrC=1C=C(C2=CC=C(C=C2C1)Br)CO[Si](C)(C)C 3,6-dibromo-1-naphthylmethoxy-trimethylsilane